NC1=NC=NN2C1=C(C=C2C=2C=CC(N(C2)[C@@H]2CN(C[C@@H]2F)S(=O)(=O)C2=C(C=CC=C2)C#N)OC)C(F)(F)F 5-[4-amino-5-(trifluoromethyl)pyrrolo[2,1-f][1,2,4]triazin-7-yl]-N-[(3R,4S)-1-(2-cyanobenzenesulfonyl)-4-fluoropyrrolidin-3-yl]-2-methoxypyridine